Bocbenzylamine C(=O)(OC(C)(C)C)NCC1=CC=CC=C1